C(C)(C)(C)C=1C=C(NN1)NC(=O)NC1=CC=C(C=C1)N1C=NC2=C1C=CC(=C2)OCCCCCNC2=C1C(N(C(C1=CC=C2)=O)C2C(NC(CC2)=O)=O)=O (5-tert-butyl-2H-pyrazol-3-yl)-3-[4-(5-{5-[2-(2,6-dioxo-piperidin-3-yl)-1,3-dioxo-2,3-dihydro-1H-isoindol-4-ylamino]-pentyloxy}-benzimidazol-1-yl)-phenyl]-urea